tert-butyl (4-(7-((3-(piperidin-1-yl)propyl)carbamoyl)benzo[d]imidazo[2,1-b]thiazol-2-yl)benzyl)carbamate N1(CCCCC1)CCCNC(=O)C1=CC2=C(N3C(S2)=NC(=C3)C3=CC=C(CNC(OC(C)(C)C)=O)C=C3)C=C1